[Si](C)(C)(C(C)(C)C)NS(=O)(=O)N N'-(tert-butyldimethylsilyl)sulfamide